FC=1C=C(C=CC1F)S(=O)(=O)N1C2CC(CC1CC2)C2=C1C(=NC(=C2)NC(=O)C2CC2)NC=C1 N-(4-(8-((3,4-difluorophenyl)sulfonyl)-8-azabicyclo[3.2.1]oct-3-yl)-1H-pyrrolo[2,3-b]pyridin-6-yl)cyclopropylcarboxamide